Trimethyl-{[4-(1-phenylethoxy)thiophen-3-yl]ethynyl}silane C[Si](C#CC1=CSC=C1OC(C)C1=CC=CC=C1)(C)C